2-(2-(((6-methoxy-5-(4-(trimethylammonio) butoxy)benzo[d]thiazol-2-yl)methyl)carbamoyl)-2,3-dihydro-1H-inden-2-yl)acetate COC1=CC2=C(N=C(S2)CNC(=O)C2(CC3=CC=CC=C3C2)CC(=O)[O-])C=C1OCCCC[N+](C)(C)C